C(C=C)N1[C@@H](CC1)CN1C2=C(OCC3(CCOC4=CC(=CC=C34)Cl)C1)C=CC(=C2)C(=O)NS(=O)(=O)[C@H](C)[C@H](CC=C)C 5-(((S)-1-allylazetidin-2-yl)methyl)-7'-chloro-N-(((2R,3S)-3-methylhex-5-en-2-yl)sulfonyl)-4,5-dihydro-2H-spiro[benzo[b][1,4]oxazepine-3,4'-chromane]-7-carboxamide